(S)-3-[2-[(E)-6-[3-(benzenesulfonamido)phenyl]-4-hydroxyhex-5-enoxy]phenyl]propanoic acid C1(=CC=CC=C1)S(=O)(=O)NC=1C=C(C=CC1)/C=C/[C@H](CCCOC1=C(C=CC=C1)CCC(=O)O)O